isoquinoline-3-amine C1=NC(=CC2=CC=CC=C12)N